CC1(CCCC1)CO (1-methylcyclopentyl)methanol